4-(4-fluoro-3-methyl-6-oxo-2-(trifluoromethyl)-3,6-dihydrochromeno[7,8-d]imidazol-8-yl)benzonitrile FC1=CC=2C(C=C(OC2C2=C1N(C(=N2)C(F)(F)F)C)C2=CC=C(C#N)C=C2)=O